methyltetrazine-amine CC1=NN=C(N=N1)C2=CC=C(C=C2)CN